3-(1,3-dioxo-4-((2-(2-(2-(3-oxo-3-(4-(5-phenyl-4,5-dihydro-1H-pyrazole-1-carbonyl)piperidin-1-yl)propoxy)ethoxy)ethoxy)ethyl)amino)-2,3-dihydro-1H-inden-2-yl)piperidine-2,6-dione O=C1C(C(C2=C(C=CC=C12)NCCOCCOCCOCCC(N1CCC(CC1)C(=O)N1N=CCC1C1=CC=CC=C1)=O)=O)C1C(NC(CC1)=O)=O